ClC=1C=NN2C1C=CC(=C2)N2CCOCC2 4-{3-chloropyrazolo[1,5-a]pyridin-6-yl}morpholine